7-[2-(azetidin-3-yloxy)-4-pyridyl]-5-(4-chlorophenyl)-2,3-dimethyl-pyrido[2,3-d]pyridazin-8-one N1CC(C1)OC1=NC=CC(=C1)N1N=C(C2=C(C1=O)N=C(C(=C2)C)C)C2=CC=C(C=C2)Cl